O1CCN(CC1)C1CC2(C1)CC1CCC(C2)N1C(=O)OC(C)(C)C tert-Butyl 3'-morpholino-8-azaspiro[bicyclo[3.2.1]octane-3,1'-cyclobutane]-8-carboxylate